BrC=1N=CC=NC1 5-bromo-pyrazin